C[C@@H](CC)NC(O[C@@H]1CO[C@H](C1)C=1C=NC(=NC1)Cl)=O (3S,5R)-5-(2-chloropyrimidin-5-yl)oxolan-3-yl N-[(2S)-butan-2-yl]carbamate